6-Chloro-7-methoxy-1,1-dimethyl-3,4-dihydronaphthalen-2(1H)-one ClC=1C=C2CCC(C(C2=CC1OC)(C)C)=O